C(C)(C)(C)O[C@H]1[C@@H](C[C@H]2N(CCC3=CC(=C(C=C23)OC)OC2CC(C2)OC)C1)O (2R,3R,11bR)-3-(tert-butoxy)-10-methoxy-9-((1S,3S)-3-methoxycyclobutoxy)-1,3,4,6,7,11b-hexahydro-2H-pyrido[2,1-a]isoquinolin-2-ol